COC1=C(C=C(C=C1)OC1=NC=C(C=C1)C(F)(F)F)NC(=O)[C@H]1N(C(N(C1)C)=O)C (S)-N-(2-Methoxy-5-((5-(trifluoromethyl)pyridin-2-yl)oxy)phenyl)-1,3-dimethyl-2-oxoimidazolidine-4-carboxamide